5-(5-fluoro-2-((4-fluoro-3-((methyl-sulfonyl)methyl)phenyl)amino)pyrimidin-4-yl)-3,3-dimethylisoindoline-1-one FC=1C(=NC(=NC1)NC1=CC(=C(C=C1)F)CS(=O)(=O)C)C=1C=C2C(NC(C2=CC1)=O)(C)C